CC1=CC2=CC=CC=C2C(=C1)B(O)O 2-METHYLNAPHTHALENE-4-BORONIC ACID